O=C1CC(OBO1)C(=O)O 6-oxo-1,3,2-dioxaborinane-4-carboxylic acid